IC=1C2=C(N(N1)C)CN(C2)C(=O)OC(C)(C)C tert-butyl 3-iodo-1-methyl-4,6-dihydropyrrolo[3,4-c]pyrazole-5(1H)-carboxylate